4-ethyl-4-hydroxy-piperidine C(C)C1(CCNCC1)O